4-(4-(3-(4-chloro-3-(trifluoromethyl)phenyl)ureido)phenoxy)-N-methylpicolinamide 4-methylbenzenesulfonate CC1=CC=C(C=C1)S(=O)(=O)O.ClC1=C(C=C(C=C1)NC(NC1=CC=C(OC2=CC(=NC=C2)C(=O)NC)C=C1)=O)C(F)(F)F